CC=1N=CSC1C1=CC=C(C=O)C=C1 4-(4-methylthiazol-5-yl)benzaldehyde